(R)-2-(2-methoxy-5-(methyl(2-methyl-4-((1-(5-(2-((Methylamino)methyl)phenyl)thiophen-2-yl)ethyl)amino)quinazolin-6-yl)amino)phenyl)-N,N-dimethylacetamide COC1=C(C=C(C=C1)N(C=1C=C2C(=NC(=NC2=CC1)C)N[C@H](C)C=1SC(=CC1)C1=C(C=CC=C1)CNC)C)CC(=O)N(C)C